6-((S)-1,2-dihydroxy-ethyl)-4-(4'-fluoro-biphenyl-4-yl)pyridine-2-carboxylic acid amide O[C@H](CO)C1=CC(=CC(=N1)C(=O)N)C1=CC=C(C=C1)C1=CC=C(C=C1)F